N-([1,1'-biphenyl]-4-yl)-2-(2-(cyclopropanesulfonylamino)thiazol-4-yl)butanamide C1(=CC=C(C=C1)NC(C(CC)C=1N=C(SC1)NS(=O)(=O)C1CC1)=O)C1=CC=CC=C1